(R)-N-((S)-2-((S)-2,2-Difluorocyclopropyl)-4-methyl-5-oxo-5,6,7,8-tetrahydro-4H-pyrazolo[1,5-a][1,3]diazepin-6-yl)-1-ethyl-1-methyl-1,3-dihydrofuro[3,4-c]pyridin-6-carboxamid FC1([C@@H](C1)C1=NN2C(N(C([C@H](CC2)NC(=O)C2=CC3=C(C=N2)CO[C@]3(C)CC)=O)C)=C1)F